3-(aminomethyl)-6-[4-cyano-2-(5-cyclopropyl-2-methylpyrazol-3-yl)oxyphenyl]pyridine-2-carboxylic acid NCC=1C(=NC(=CC1)C1=C(C=C(C=C1)C#N)OC=1N(N=C(C1)C1CC1)C)C(=O)O